C(CCCCCCCCCCCCCCCCC)C=1C(C=CC(C1)=O)=O 2-octadecyl-1,4-benzoquinone